7-bromo-3-((1-(3-cyclopropyl-3-phenylpropionyl)-4-hydroxypiperidin-4-yl)methyl)thieno[3,4-d]pyrimidin-4(3H)-one BrC=1SC=C2C1N=CN(C2=O)CC2(CCN(CC2)C(CC(C2=CC=CC=C2)C2CC2)=O)O